(R)-4-cyclopropyl-3-(2-methoxy-4-((trimethylsilyl)ethynyl)phenyl)-6-(piperidin-3-ylamino)-1,2,4-triazin-5(4H)-one C1(CC1)N1C(=NN=C(C1=O)N[C@H]1CNCCC1)C1=C(C=C(C=C1)C#C[Si](C)(C)C)OC